C1(=CC=CC=C1)CCC(\C=C/C)O (Z)-1-phenylhex-4-en-3-ol